ClC1=C(C(=NC=C1C([2H])([2H])[2H])C1=CC=CC=C1)[2H] 4-chloro-5-(methyl-d3)-2-phenylpyridine-3-d